3-(3-Hydroxy-4-(3-(3-hydroxy-4-methoxyphenyl)-1-oxo-2-propenyl)phenoxy)-1-propanesulfonic acid monopotassium salt [K+].OC=1C=C(OCCCS(=O)(=O)[O-])C=CC1C(C=CC1=CC(=C(C=C1)OC)O)=O